C1(CCC1)N1C(=NC2=C1C(=C(C=C2)C(C)(C)O)OC(F)(F)F)NC(CC(C)(C)C)=O N-(1-cyclobutyl-6-(2-hydroxypropan-2-yl)-7-(trifluoromethoxy)-1H-benzo[d]imidazol-2-yl)-3,3-dimethylbutanamide